octadecyl-Amide C(CCCCCCCCCCCCCCCCC)[NH-]